Racemic-N-(6-amino-5-ethyl-3-pyridyl)-2-oxo-2-[(2R,5S)-2-[2-[3-(dimethylamino)cyclobutyl]-1,3-benzothiazol-5-yl]-5-methyl-1-piperidyl]acetamide NC1=C(C=C(C=N1)NC(C(N1[C@H](CC[C@@H](C1)C)C=1C=CC2=C(N=C(S2)C2CC(C2)N(C)C)C1)=O)=O)CC |r|